(S)-3-(4-(5-(2-(2-(2-(2-azidoethoxy)ethoxy)ethoxy)ethoxy)-2-methyl-3-oxo-2,3-dihydropyridazin-4-yl)phenyl)-2-(2-chloronicotinamido)propanoic acid N(=[N+]=[N-])CCOCCOCCOCCOC1=C(C(N(N=C1)C)=O)C1=CC=C(C=C1)C[C@@H](C(=O)O)NC(C1=C(N=CC=C1)Cl)=O